8-quinolin-5-yl-5H-[1,2,4]triazolo[4,3-a]quinoxaline N1=CC=CC2=C(C=CC=C12)C1=CC=C2NC=C3N(C2=C1)CN=N3